C1(CC1)C=1OC2=C(N1)C(=CC=C2C=2C=CC=CC2)OC 3-(2-cyclopropyl-4-methoxybenzo[d]oxazol-7-yl)benzene